methyl 3-(4-(1H-pyrazol-4-yl) phenyl)-1-(3-methoxybenzyl)-2-oxo-1,3,8-triazaspiro[4.5]decane-8-carboxylate N1N=CC(=C1)C1=CC=C(C=C1)N1C(N(C2(C1)CCN(CC2)C(=O)OC)CC2=CC(=CC=C2)OC)=O